L-α-methyltryptophan C[C@](CC1=CNC2=CC=CC=C21)(C(=O)O)N